methyl-N-(1-methyl-3-(5-(4-methylpiperazin-1-yl)pyridin-2-yl)-1H-pyrazol-4-yl)-[2,3'-bipyridine]-6-carboxamide CC=1C(=NC(=CC1)C(=O)NC=1C(=NN(C1)C)C1=NC=C(C=C1)N1CCN(CC1)C)C=1C=NC=CC1